2-({2-[(1-benzylpiperidin-4-yl)methyl]-4,4-dimethyl-1,2,3,4-tetrahydroisoquinolin-7-yl}amino)-6-(2-chlorophenyl)imidazo[1,2-a]pyrimido[5,4-e]pyrimidin-5(6H)-one C(C1=CC=CC=C1)N1CCC(CC1)CN1CC2=CC(=CC=C2C(C1)(C)C)NC=1N=CC=2C(N(C=3N(C2N1)C=CN3)C3=C(C=CC=C3)Cl)=O